FC1C(CCC1)N1C(N(C2=CC=CC=C2C1=O)CC1=CC=C(C(=O)NO)C=C1)=O 4-((3-(2-fluorocyclopentyl)-2,4-dioxo-3,4-dihydroquinazolin-1(2H)-yl)methyl)-N-hydroxybenzamide